ClC1=CC=C(C=2C(C3=C(C=CC(=C3C(C12)=O)Cl)Cl)=O)Cl 1,4,5,8-tetrachloroanthraquinone